C(C)(=O)C1SSCC1 3-acetyl-1,2-dithiolane